5-(3-methoxy-4-(piperazin-1-ylmethyl)phenyl)-1,3,4-trimethylpyridin-2(1H)-one TFA salt OC(=O)C(F)(F)F.COC=1C=C(C=CC1CN1CCNCC1)C=1C(=C(C(N(C1)C)=O)C)C